N-(azetidin-3-yl)-2-(((5-(tert-butyl)-6-chloro-1H-indazol-3-yl)amino)methyl)-4-chloro-N,1-dimethyl-1H-imidazole-5-carboxamide N1CC(C1)N(C(=O)C1=C(N=C(N1C)CNC1=NNC2=CC(=C(C=C12)C(C)(C)C)Cl)Cl)C